OC(C(=O)[O-])(CCCC)C.[Na+] sodium 2-hydroxy-2-methylhexanoate